(R)-4-((6-chloro-1-(hydroxymethyl)-1,2,3,4-tetrahydronaphthalen-1-yl)methoxy)-3-nitrobenzoic acid methyl ester COC(C1=CC(=C(C=C1)OC[C@@]1(CCCC2=CC(=CC=C12)Cl)CO)[N+](=O)[O-])=O